ClC1=CC=C(C(=O)NC=2C=C(C=CC2)C2N(CCC23CN(CC3)C3=NC=CC=N3)C(=O)N)C=C1 (3-(4-chlorobenzoylamino)phenyl)-7-(pyrimidin-2-yl)-2,7-diazaspiro[4.4]nonane-2-carboxamide